[O-]CC.[O-]CC.[O-]CC.C(CCC)[Ti+3] butyl-titanium (iv) triethoxide